FC=1C=CC=2N(C3=CC=C(C=C3C2C1)F)C[C@@]1(OC1)C (S)-3,6-difluoro-9-((2-methyloxiran-2-yl)methyl)-9H-carbazole